FC1=C(C(=CC=2CC[C@H](CC12)NCC1COCC1)O)N1CC(NS1(=O)=O)=O 5-[(7R)-1-fluoro-3-hydroxy-7-{[(oxolan-3-yl)methyl]amino}-5,6,7,8-tetrahydronaphthalen-2-yl]-1λ6,2,5-thiadiazolidine-1,1,3-trione